C1(CCC1)OC=1C=C2C=C(NC2=CC1)CNCCCCOCCOC1=C2C=NNC2=CC(=C1)C1=CN=NC=C1 N-((5-cyclobutoxy-1H-indol-2-yl)methyl)-4-(2-((6-(pyridazin-4-yl)-1H-indazol-4-yl)oxy)ethoxy)butan-1-amine